[4-[6-(2-furylmethyl-amino)imidazo[1,2-b]pyridazin-3-yl]phenyl]methanol O1C(=CC=C1)CNC=1C=CC=2N(N1)C(=CN2)C2=CC=C(C=C2)CO